1-(5-(5-fluoro-2-methoxypyridin-4-yl)-1H-pyrazole-3-carbonyl)piperidine-4-carboxamide FC=1C(=CC(=NC1)OC)C1=CC(=NN1)C(=O)N1CCC(CC1)C(=O)N